C(C1=CC=CC=C1)ON1[C@@H]2CC[C@H](N(C1=O)C2)C(=O)NOCCNC(OC(C)(C)C)=O tert-Butyl {2-[({[(2S,5R)-6-benzyloxy-7-oxo-1,6-diazabicyclo[3.2.1]oct-2-yl] carbonyl}amino)oxy]ethyl}carbamate